C(C)N(C=1C2=C(N=CN1)N(C=C2)CCC)/N=C/C(CCCC)C2ON(C1=C2C=CC=C1)O N-ethyl-N-[(E)-(1-hydroxy-3H-2,1-benzoxazolylpentan-5-yl)methyleneamino]-7-propyl-pyrrolo[2,3-d]Pyrimidin-4-amine